OC(C(C(=O)[O-])C)C(C)C 3-hydroxy-2,4-dimethyl-pentanoate